COC(C1=C(C(=NC=C1OC1=C(C=C(C=C1)OC(F)(F)F)OC)C(F)(F)F)F)=O 3-fluoro-5-[2-methoxy-4-(trifluoromethoxy)phenoxy]-2-(trifluoromethyl)isonicotinic acid methyl ester